1,3-di-p-tolylpropane C1(=CC=C(C=C1)CCCC1=CC=C(C=C1)C)C